N1(CCCCC1)C1=CC2=C(N=CO2)C2=CC=CC=C12 5-(piperidin-1-yl)naphtho[1,2-d]oxazole